COC=1C=C(CNC(=O)C=2OC=C(N2)C2=NC(=NC=C2C)NC2=CC=NN2C)C=CC1 N-(3-methoxybenzyl)-4-(5-methyl-2-((1-methyl-1H-pyrazol-5-yl)amino)pyrimidin-4-yl)oxazole-2-carboxamide